2-[2-[3,5-bis(trifluoromethyl)pyrazol-1-yl]phenoxy]-5-chloro-3-fluoro-pyridine FC(C1=NN(C(=C1)C(F)(F)F)C1=C(OC2=NC=C(C=C2F)Cl)C=CC=C1)(F)F